O1C(=NC2=C1C=CC=C2)N2CCC(CC2)C(=O)N2[C@@H](CC[C@@H]2C2=C(C=CC=C2)Cl)C(=O)O (2S,5R)-1-(1-(benzo[d]oxazol-2-yl)piperidine-4-carbonyl)-5-(2-chlorophenyl)pyrrolidine-2-carboxylic acid